CCCCCCCCCCCCCCCC n-Hexadecane